5-cyano-2-(3-iodophenyl)-2-methylpentanoic acid C(#N)CCCC(C(=O)O)(C)C1=CC(=CC=C1)I